(E)-2-(3,4-dihydroxybenzylidene)-5-hydroxy-2,3-dihydro-1H-inden-1-one OC=1C=C(\C=C/2\C(C3=CC=C(C=C3C2)O)=O)C=CC1O